dodecylether sodium [Na].C(CCCCCCCCCCC)OCCCCCCCCCCCC